NC=1N=C2C=C(C=NC2=CC1Cl)CCC=1[C@H]([C@H]([C@@H](C1)N1C=CC2=C1N=CN=C2N)O)O (1S,2R,5R)-3-(2-(6-Amino-7-chloro-1,5-naphthyridin-3-yl)ethyl)-5-(4-amino-7H-pyrrolo[2,3-d]pyrimidin-7-yl)cyclopent-3-en-1,2-diol